FC1=CC=C(C=C1)CC1=CNC2=CC(=CC=C12)S(=O)(=O)NC1(CC1)C 3-[(4-fluorophenyl)methyl]-N-(1-methylcyclopropyl)-1H-indole-6-sulfonamide